(E)-N-(2-((1H-pyrazol-3-yl)oxy)-3,4-difluorophenyl)-3-(4-methoxyphenyl)acrylamide N1N=C(C=C1)OC1=C(C=CC(=C1F)F)NC(\C=C\C1=CC=C(C=C1)OC)=O